CC=1C=C(C=CC1)N(C1=CC=C(C=C1)C1=CC=C(C=C1)N(C1=CC=CC=C1)C1=CC(=CC=C1)C)C1=CC=CC=C1 N,N'-bis(3-methylphenyl)-N,N'-bis(phenyl)-1,1'-biphenyl-4,4'-diamine